C(C)(C)(C)C1N(CCC1NC1=CC(=CC=C1)Br)C(=O)O tert-butyl-3-[(3-bromophenyl)amino]Pyrrolidine-1-carboxylic acid